5-(4-((2-(3-(2-fluoroethyl)ureido)pyridin-4-yl)methyl)piperazin-1-yl)-N,6-dimethylpicolinamide FCCNC(NC1=NC=CC(=C1)CN1CCN(CC1)C=1C=CC(=NC1C)C(=O)NC)=O